IC(C(CNC(O)=O)C#CC)C.NC=1C=C(OC2=CC=C(C(C)(C)C3=CC(=CC=C3)C(C3=CC=C(C=C3)OC3=CC(=CC=C3)N)(C)C)C=C2)C=CC1 1,3-bis[4-(3-aminophenoxy)-α,α-Dimethylbenzyl]benzene 3-iodo-2-propynyl-butyl-carbamate